CN(C=1N=NC(=CN1)C1=NC=C(C=C1O)C=1C=NNC1)C1CC(NC(C1)(C)C)(C)C 2-{3-[methyl(2,2,6,6-tetramethylpiperidin-4-yl)amino]-1,2,4-triazin-6-yl}-5-(1H-pyrazol-4-yl)pyridin-3-ol